{6-[3-(4-methylphenyl)-1-oxo-2-propenyl]-2-methoxynaphthalen-1-yl}diphenylsulfonium nonafluorobutanesulfonate FC(C(C(C(S(=O)(=O)[O-])(F)F)(F)F)(F)F)(F)F.CC1=CC=C(C=C1)C=CC(=O)C=1C=C2C=CC(=C(C2=CC1)[S+](C1=CC=CC=C1)C1=CC=CC=C1)OC